C1(CC1)N(C(=O)C1NN2C(CNC=CC=C2)C1)C N-cyclopropyl-N-methyl-hexahydropyrazolo[1,5-a][1,4]diazocine-2-carboxamide